ClC(C)OC(O[C@@H]1[C@@]2(CC[C@H](C1)C2(C)C)C)=O Carbonic acid (1R,2S,4R)-1,7,7-trimethylbicyclo[2.2.1]hept-2-yl 1-chloroethyl ester